N-((1s,4s)-4-((7-Morpholino-1,6-naphthyridin-5-yl)oxy)cyclohexyl)-5-(trifluoromethyl)furan-2-carboxamide O1CCN(CC1)C1=NC(=C2C=CC=NC2=C1)OC1CCC(CC1)NC(=O)C=1OC(=CC1)C(F)(F)F